ClS(=O)(=O)CC1CCC(CC1)NC(OC(C)(C)C)=O tert-butyl ((1r,4r)-4-((chlorosulfonyl)methyl)cyclohexyl)carbamate